(4-methylbenzyl)-N-(1-phenethylpiperidin-4-yl)-2-furamide CC1=CC=C(CC2=C(OC=C2)C(=O)NC2CCN(CC2)CCC2=CC=CC=C2)C=C1